1-(chloromethyl)bicyclo[1.1.1]pentane ClCC12CC(C1)C2